N-(5-(2-hydroxypropan-2-yl)-4'-((4-(2-methoxypropoxy)-6-(methylsulfonyl)pyridin-2-yl)amino)-[2,3'-bipyridin]-6'-yl)acetamide OC(C)(C)C=1C=CC(=NC1)C=1C=NC(=CC1NC1=NC(=CC(=C1)OCC(C)OC)S(=O)(=O)C)NC(C)=O